CC1=CC=C(C(=O)O[C@H]2C[C@@H](O[C@@H]2COC(C2=CC=C(C=C2)C)=O)N2C(CC[C@@H](CC2)O)=O)C=C1 1-[2-deoxy-3,5-bis-O-(4-methylbenzoyl)-β-D-erythro-pentofuranosyl]-(S)-5-hydroxyazepan-2-one